P(=O)(O)(O)O.O1C=CC(C2=C1C=CC=C2)=O (4H-benzopyran-4-one) phosphate